(2R)-2-[[6-[benzyl-(ethyl)amino]-9-isopropyl-purin-2-yl]amino]butan-1-ol C(C1=CC=CC=C1)N(C1=C2N=CN(C2=NC(=N1)N[C@@H](CO)CC)C(C)C)CC